C(#C)C=1C=CC=C2C=C(C=C(C12)C1=C(C=2C(C=N1)=C(SN2)N2C1CCN(C1C2)C(=O)[O-])F)OCOC 6-(6-(8-ethynyl-3-(methoxymethoxy)naphthalen-1-yl)-7-fluoroisothiazolo[4,3-c]pyridin-3-yl)-2,6-diazabicyclo[3.2.0]heptane-2-carboxylate